N-[2-(4-oxocyclohexyl)pyrazolo[3,4-c]pyridin-5-yl]-6-(trifluoromethyl)pyridine-2-carboxamide O=C1CCC(CC1)N1N=C2C=NC(=CC2=C1)NC(=O)C1=NC(=CC=C1)C(F)(F)F